C1(CCC1)C1=CC(=C(C(=O)N2CCC(CC2)(F)C2=C(C#N)C=CC=C2)C=C1C1=NN=C(N1)CCOC)CC (1-(4-cyclobutyl-2-ethyl-5-(5-(2-methoxyethyl)-4H-1,2,4-triazol-3-yl)benzoyl)-4-fluoropiperidin-4-yl)benzonitrile